C(C)OC(CC12CC(C1)(C2)NC(=O)OC(C)(C)C)=O 2-(3-{[(tert-butoxy)carbonyl]Amino}bicyclo[1.1.1]Pent-1-yl)acetic acid ethyl ester